2-hydroxy-1-{4-[4-(2-hydroxy-2-methylpropionyl)-benzyl]phenyl}-2-methyl-propan-1-one OC(C(=O)C1=CC=C(C=C1)CC1=CC=C(C=C1)C(C(C)(C)O)=O)(C)C